tert-butyl ((6-((2-(dimethylamino)ethyl)amino)benzo[d]thiazol-2-yl)methyl)carbamate CN(CCNC1=CC2=C(N=C(S2)CNC(OC(C)(C)C)=O)C=C1)C